ClC=1C=C(C=CC1F)NC(=O)C1=C(N=CN1C)C1CC2CC(CC2C1)(O)C=1C(=NN(C1)C1CC(C1)C(=O)OC)C(F)(F)F Methyl (1r,3r)-3-(4-(5-(5-((3-chloro-4-fluorophenyl)carbamoyl)-1-methyl-1H-imidazol-4-yl)-2-hydroxyoctahydropentalen-2-yl)-3-(trifluoromethyl)-1H-pyrazol-1-yl)cyclobutane-1-carboxylate